N1(N=CC=C1)CC1=C(C(=C(C(=O)NS(=O)(=O)C2=C(C=CC=C2OC)OC)C=C1)F)OC 4-((1H-pyrazol-1-yl)methyl)-N-((2,6-dimethoxyphenyl)sulfonyl)-2-fluoro-3-methoxybenzamide